(1-(5-chloropyridin-2-yl)-4-methyl-1H-1,2,3-triazol-5-yl)methanol ClC=1C=CC(=NC1)N1N=NC(=C1CO)C